C(CCC)OP(O)(O)=O monobutyl-phosphoric acid